5-(1-(adamantan-1-ylmethyl)-5-methyl-1H-pyrazol-4-yl)-1-(6-(benzo[d]thiazol-2-ylamino)pyridazin-3-yl)-1H-indole-4-carboxylic acid C12(CC3CC(CC(C1)C3)C2)CN2N=CC(=C2C)C2=C(C=3C=CN(C3C=C2)C=2N=NC(=CC2)NC=2SC3=C(N2)C=CC=C3)C(=O)O